O=C1CCCC12CN(CCC2)C(=O)OC(C)(C)C tert-butyl 1-oxo-7-azaspiro[4.5]decane-7-carboxylate